(3-chloropyridin-2-yl)-2-ethylbutyronitrile ClC=1C(=NC=CC1)C(C#N)(CC)CC